4-dodecylamino-1-methylpiperidine C(CCCCCCCCCCC)NC1CCN(CC1)C